2-(4-Methylphenyl)-5-phenyl-7-piperazin-1-yl-[1,3]oxazolo[4,5-d]pyrimidine CC1=CC=C(C=C1)C=1OC2=C(N=C(N=C2N2CCNCC2)C2=CC=CC=C2)N1